2'-(pent-4-enyl)-2',3'-dihydro-4'H-spiro[cyclohexane-1,1'-isoquinoline] C(CCC=C)N1C2(C3=CC=CC=C3CC1)CCCCC2